C1(=CC=CC=C1)C(C)(C)C=1NC(C2=C(N1)CCNC2)=O 2-(2-phenylpropane-2-yl)-5,6,7,8-tetrahydropyrido[4,3-d]pyrimidin-4(3H)-one